tert-butyl 4-[2-[3-[9-(3-amino-6-chloro-pyridazin-4-yl)-1-oxa-4,9-diazaspiro[5.5]undecan-4-yl]phenoxy]ethyl]piperazine-1-carboxylate NC=1N=NC(=CC1N1CCC2(CN(CCO2)C=2C=C(OCCN3CCN(CC3)C(=O)OC(C)(C)C)C=CC2)CC1)Cl